5-fluoro-1-[4-(4-fluorophenyl)-2-pyrimidin-4-yloxy-cyclopentyl]piperidin FC1CCCN(C1)C1C(CC(C1)C1=CC=C(C=C1)F)OC1=NC=NC=C1